8-bromo-3-methyl-6-methyl-2-(2-methyl-5-pyrimidinyl)-1,2,3,4-tetrahydro-4-quinazolinone BrC=1C=C(C=C2C(N(C(NC12)C=1C=NC(=NC1)C)C)=O)C